bis(dimethylamide) tungsten [W+2].C[N-]C.C[N-]C